FC1=NC=CC2=C1CC1CCC2N1C(=O)NC=1C=C2C=CC(=NC2=CC1)C(F)(F)F (±)-1-Fluoro-N-(2-(trifluoromethyl)quinolin-6-yl)-6,7,8,9-tetrahydro-5H-5,8-epiminocyclohepta[c]pyridine-10-carboxamide